S-(10-((tert-butoxycarbonyl)amino)decyl) ethanethioate C(C)(SCCCCCCCCCCNC(=O)OC(C)(C)C)=O